2-(2,4-dimethoxybenzyl)pyrido[4,3-d]pyrimidine-2,4-diamine COC1=C(CC2(N=C(C3=C(N2)C=CN=C3)N)N)C=CC(=C1)OC